BrC1=C2C3=C(C=CC=C3C=C1)C(=O)OC2=O bromo-1,8-naphthalenedicarboxylic anhydride